2-Amino-6-(1-((5-methoxy-7-methyl-1H-indol-4-yl)methyl)-4-(3,3,3-trifluoropropyl)piperazin-2-yl)nicotinic acid NC1=C(C(=O)O)C=CC(=N1)C1N(CCN(C1)CCC(F)(F)F)CC1=C2C=CNC2=C(C=C1OC)C